FC(C=1N=C2N(N=C(C(=C2)C)N2CC=3C=C(C=NC3CC2)N2C3=C(OCC2)N=CC=C3)C(C1)=O)F 2-(difluoromethyl)-7-(3-(2,3-dihydro-1H-pyrido[2,3-b][1,4]oxazin-1-yl)-7,8-dihydro-1,6-naphthyridin-6(5H)-yl)-8-methyl-4H-pyrimido[1,2-b]pyridazin-4-one